3-(piperazin-1-yl)-7-(1-((2-(trimethylsilyl)ethoxy)methyl)-1H-indazol-4-yl)-5,6,7,8-tetrahydroimidazo[1,2-a]pyrazine-2-carboxamide N1(CCNCC1)C1=C(N=C2N1CCN(C2)C2=C1C=NN(C1=CC=C2)COCC[Si](C)(C)C)C(=O)N